isopropyl-cinnamic acid C(C)(C)C(C(=O)O)=CC1=CC=CC=C1